(4S)-6-(7-(5,6-dimethyl-1H-indazol-4-yl)-8-fluoro-2-(((2R,7aS)-2-fluorotetrahydro-1H-pyrrolizin-7a(5H)-yl)methoxy)pyrido[4,3-d]pyrimidin-4-yl)-1-oxa-6-azaspiro[3.5]nonane CC=1C(=C2C=NNC2=CC1C)C1=C(C=2N=C(N=C(C2C=N1)N1C[C@@]2(CCO2)CCC1)OC[C@]12CCCN2C[C@@H](C1)F)F